CN1CC(C(CC1)CC=1SC2=C(N1)C=C(C=C2)[C@@H]2NC[C@H](CC2)C)C 2-((1,3-dimethylpiperidin-4-yl)methyl)-5-((2R,5S)-5-methylpiperidin-2-yl)benzo[d]thiazole